8-Methoxyquinoline COC=1C=CC=C2C=CC=NC12